2-(((tert-butoxycarbonyl)amino)methyl)-5-methylbenzofuran-6-carboxylic acid C(C)(C)(C)OC(=O)NCC=1OC2=C(C1)C=C(C(=C2)C(=O)O)C